N[C@@H](C(=O)N1C[C@@H](CCC1)N1N=C(C=2C1=NC=NC2N)C2=CC=C(C=C2)OC2=CC=CC=C2)CC(C)C (R)-2-amino-1-((R)-3-(4-amino-(4-phenoxyphenyl)-1H-pyrazolo[3,4-d]pyrimidin-1-yl)piperidin-1-yl)-4-methylpentan-1-one